8-Chloro-4-[(dimethylamino)methylene]-1-(2-fluoro-6-methoxyphenyl)-3,4-dihydro-5H-2-benzazepin-5-one ClC1=CC2=C(C(C(CN=C2C2=C(C=CC=C2OC)F)=CN(C)C)=O)C=C1